1-chloro-7-fluorodibenzofuran ClC1=CC=CC=2OC3=C(C21)C=CC(=C3)F